isopropyl trans-N-[4-[5-(2-chlorosulfonylphenyl)thiazol-2-yl] cyclohexyl]carbamate ClS(=O)(=O)C1=C(C=CC=C1)C1=CN=C(S1)[C@@H]1CC[C@H](CC1)NC(OC(C)C)=O